C1(CC1)C=1C(=C(OC=2N=NC(=CC2C2=NOC[C@H](N2)CC2=C(C=C(C=C2)C)C)C)C=CC1)F |r| (5RS)-3-[3-(3-cyclopropyl-2-fluorophenoxy)-6-methylpyridazin-4-yl]-5-(2,4-dimethylbenzyl)-5,6-dihydro-4H-1,2,4-oxadiazine